4-ethoxy-benzoic acid, ethyl ester C(C)OC1=CC=C(C(=O)OCC)C=C1